(R)-2-(azepan-3-ylamino)-8-(isopropylamino)pyrido[3,4-d]pyrimidine-6-carbonitrile N1C[C@@H](CCCC1)NC=1N=CC2=C(N1)C(=NC(=C2)C#N)NC(C)C